2-aminoselenazol hydrobromide Br.NC=1[Se]C=CN1